C(CCC)[C@@H]1N([C@H](C2=CC=C(C=C2C1)OC)C1=CC=C(C(=O)NC2CC2)C=C1)C(C#C)=O 4-((1S,3S)-3-butyl-6-methoxy-2-propioloyl-1,2,3,4-tetrahydroisoquinolin-1-yl)-N-cyclopropylbenzamide